C(C1=CC=CC=C1)OC(=O)N1CCN(CC1)C1=CC=C2C(=NN(C2=C1)CC(F)(F)F)NCCC(=O)O 3-((6-(4-((Benzyloxy)carbonyl)piperazin-1-yl)-1-(2,2,2-trifluoroethyl)-1H-indazol-3-yl)-amino)propanoic acid